(R)-N-(4-(4-(3-Fluoro-2-methoxyphenyl)piperazin-1-yl)-3-hydroxybutyl)-1-methyl-2-oxoindoline-5-carboxamide FC=1C(=C(C=CC1)N1CCN(CC1)C[C@@H](CCNC(=O)C=1C=C2CC(N(C2=CC1)C)=O)O)OC